Succinyl-Diamine C(CCC(=O)N)(=O)N